3-Methylbenzothiazole-3-ium C[N+]1=CSC2=C1C=CC=C2